FC1=C(C(=O)NCC2=CC=C(C=C2)CNS(=O)(=O)C2=CC=CC=C2)C=CC=C1 2-Fluoro-N-(4-(phenylsulfonamidomethyl)benzyl)benzamide